C1(CCCCC1)[C@@](C(=O)O)(O)C1=CC=CC=C1 |o1:6| (R or S)-cyclohexylphenylglycolic acid